C(#CC)OCCO 2-propynyloxyethanol